CC1N(CCN(C1)C)C(=O)Cl 2,4-dimethylpiperazine-1-carbonyl chloride